C(C)OC(=O)C1=NN2C(CN(C(C2)C)CC[N+](=O)[O-])=C1 6-methyl-5-(2-nitroethyl)-6,7-dihydro-4H-pyrazolo[1,5-a]pyrazine-2-carboxylic acid ethyl ester